CC1=C(C=CC(=C1)[N+](=O)[O-])S(=O)(=O)Cl 2-methyl-4-nitrobenzenesulfonyl chloride